Ethyl 2-(3-(6-bromoquinolin-4-yl) thiophen-2-ylsulfanyl)-2-methylpropionate BrC=1C=C2C(=CC=NC2=CC1)C1=C(SC=C1)SC(C(=O)OCC)(C)C